monocarbonate calcium [Ca+2].C([O-])([O-])=O